BrC1=C(C(=C(C(=N1)N(CC1=CC=C(C=C1)OC)CC1=CC=C(C=C1)OC)F)C)C(F)(F)F 6-bromo-3-fluoro-N,N-bis(4-methoxybenzyl)-4-methyl-5-(trifluoromethyl)pyridin-2-amine